O[SiH](C1=CC=C(C=C1)[SiH](O)O)O 1,4-bis(dihydroxysilyl)benzene